FC=1C=C2C(=NC=3N(C2=CC1)C=NN3)N3CCCC1=C(C=CC=C31)C#CC3(CC3)C(F)(F)F 7-fluoro-5-(5-((1-(trifluoromethyl)cyclopropyl)ethynyl)-3,4-dihydroquinolin-1(2H)-yl)-[1,2,4]triazolo[4,3-a]quinazoline